ClC1=C2CCN(CC2=CC(=C1C(=O)N[C@H](C(=O)O)CNC(=O)N[C@@H]1CCC2=CC=CC=C12)Cl)C(C1=CC=C(C=C1)Cl)=O (S)-2-(5,7-dichloro-2-(4-chlorobenzoyl)-1,2,3,4-tetrahydroisoquinoline-6-carboxamido)-3-(3-((R)-2,3-dihydro-1H-inden-1-yl)ureido)propionic acid